pentenoic acid-isopropylacrylamide C(C)(C)C(C(=O)N)=C.C(C=CCC)(=O)O